The molecule is an X-rhodamine triethylammonium salt having a carboxy substituent at the 5-position. It has a role as a fluorochrome. It is an organic heteroheptacyclic compound and an organoammonium salt. It contains a 5-carboxy-X-rhodamine and a triethylammonium ion. It derives from a hydride of a 2,3,6,7,12,13,16,17-octahydropyrido[3,2,1-ij]quinolizino[1',9':6,7,8]chromeno[2,3-f]quinolin-18-ium. CC[NH+](CC)CC.C1CC2=CC3=C(C4=C2N(C1)CCC4)OC5=C6CCC[N+]7=C6C(=CC5=C3C8=C(C=C(C=C8)C(=O)[O-])C(=O)[O-])CCC7